tert-Butyl (3S)-3-[(1R)-2-[[2-(cyclobutylamino)-6-(4-ethylpiperazin-1-yl)pyridine-4-carbonyl]-amino]-1-hydroxy-ethyl]-7-hydroxy-3,4-dihydro-1H-isoquinoline-2-carboxylate C1(CCC1)NC1=NC(=CC(=C1)C(=O)NC[C@@H](O)[C@H]1N(CC2=CC(=CC=C2C1)O)C(=O)OC(C)(C)C)N1CCN(CC1)CC